N[C@H](C)C1=NC2=C(N1C)C(=C1C(=C2F)CC(C1)CN1CCC2(CN(C(O2)=O)C2=NC3=C(OCC(N3)=O)N=C2)CC1)F 6-[8-[[2-[(1R)-1-aminoethyl]-4,8-difluoro-1-methyl-6,7-dihydro-5H-cyclopenta[f]benzimidazol-6-yl]methyl]-2-oxo-1-oxa-3,8-diazaspiro[4.5]decan-3-yl]-4H-pyrazino[2,3-b][1,4]oxazin-3-one